FC(C1=C(C(=NN1C)C(F)(F)F)CS(=O)(=O)C1=NOC(C1)(C)C)F ({[5-(Difluoromethyl)-1-methyl-3-(trifluoromethyl)-1H-pyrazol-4-yl]methyl}sulfonyl)-5,5-dimethyl-4,5-dihydro-1,2-oxazol